2-(3,7-dimethylocta-2,6-dien-1-yl)-3-((2-methoxypropan-2-yl)oxy)-5-pentylphenol CC(=CCC1=C(C=C(C=C1OC(C)(C)OC)CCCCC)O)CCC=C(C)C